(M)-3-chloro-4-((3-fluoropyridin-2-yl)methoxy)-2'-(2-(2-hydroxypropan-2-yl)-5-methylpyrimidin-4-yl)-5',6-dimethyl-2H-[1,4'-bipyridin]-2-one ClC=1C(N(C(=CC1OCC1=NC=CC=C1F)C)C1=CC(=NC=C1C)C1=NC(=NC=C1C)C(C)(C)O)=O